C(C1=CC=CC=C1)N1C2CN(CC1C2)C2=NC=C(C=C2)C2=C1C=CC=NC1=CC(=C2)C=2C=NN(C2)C 6-Benzyl-3-(5-(7-(1-methyl-1H-pyrazol-4-yl)quinolin-5-yl)pyridin-2-yl)-3,6-diazabicyclo[3.1.1]heptane